C1(=CC=CC=C1)S(=O)(=O)N1C=CC2=CC=C(C=C12)OCC1CC1 1-(benzenesulfonyl)-6-(cyclopropylmethoxy)indole